C(C)(C)(C)OC(CCOCC1(CC1)COS(=O)(=O)C1=CC=C(C)C=C1)=O 3-((1-((p-toluenesulfonyloxy)methyl)cyclopropyl)methoxy)propanoic acid tert-butyl ester